CCCCCC(=O)[O-] The molecule is a short-chain fatty acid anion that is the conjugate base of hexanoic acid (also known as caproic acid). It has a role as a human metabolite and a plant metabolite. It is a short-chain fatty acid anion, a straight-chain saturated fatty acid anion and a fatty acid anion 6:0. It is a conjugate base of a hexanoic acid.